tributyl-(4-dodecyl-thiophen-2-yl)-stannane C(CCC)[Sn](C=1SC=C(C1)CCCCCCCCCCCC)(CCCC)CCCC